COC=1C=C(C(=NC1)CN)C(F)(F)F 1-[5-methoxy-3-(trifluoromethyl)pyridin-2-yl]methanamine